C(C1=CC=CC=C1)N=C=NCCN(C1=NC=NC2=C(C(=C(C=C12)Cl)C1=C(C=CC=C1)F)F)C N-(2-(((benzylimino)methylene)amino)ethyl)-6-chloro-8-fluoro-7-(2-fluorophenyl)-N-methylquinazolin-4-amine